BrC1=CC=C(C=C1)N1N=C(C(=C1)[C@H]1O[C@@H](C(N1CCC1=CC(=C(C=C1)NC(C)=O)F)=O)C)C1=CC=C(C=C1)F N-(4-(2-((2R,5R)-2-(1-(4-bromophenyl)-3-(4-fluorophenyl)-1H-pyrazol-4-yl)-5-methyl-4-oxooxazolidin-3-yl)ethyl)-2-fluorophenyl)acetamide